dimethyldodecylammonium α-ketoglutarate O=C(C(=O)[O-])CCC(=O)[O-].C[NH+](CCCCCCCCCCCC)C.C[NH+](C)CCCCCCCCCCCC